(3S)-3-[[3-(5-methyl-1,2,4-oxadiazol-3-yl)benzoyl]amino]-6-morpholino-hexanoic acid methyl ester formate salt C(=O)O.COC(C[C@H](CCCN1CCOCC1)NC(C1=CC(=CC=C1)C1=NOC(=N1)C)=O)=O